C(C)(C)(C)C1=CC=C(C=C1)S(=O)(=O)/C=C/C#N E-3-[(4-t-butylphenyl)-sulfonyl]-2-propenenitrile